C(C)(=O)C1=CC=C(C=C1)N1CCN(CC1)C(=O)C=1C=C(C=2C(C3=C(C=CC=C3C(C2C1)=O)O)=O)O 3-(4-(4-Acetylphenyl)piperazine-1-carbonyl)-1,8-dihydroxyanthracene-9,10-dione